BrC1=C(C(=O)NC2=CC=C(C=C2)C(C(F)(F)F)(C(F)(F)F)O)C=C(C=C1)Cl 2-bromo-5-chloro-N-(4-(1,1,1,3,3,3-hexafluoro-2-hydroxypropan-2-yl)phenyl)benzamide